4-chloro-6-(3-methoxy-3-methylazetidin-1-yl)pyrimidine ClC1=NC=NC(=C1)N1CC(C1)(C)OC